ClC=1C=C(C=CC1C(=O)N1CC(C1)C)NC1CN(C1)C1CCN(CC1)C(C(C(F)(F)F)(C1=CC=CC=C1)O)=O 1-(4-(3-((3-chloro-4-(3-methylazetidine-1-carbonyl)phenyl)amino)azetidin-1-yl)piperidin-1-yl)-3,3,3-trifluoro-2-hydroxy-2-phenylpropan-1-one